isopropanol-D7 [2H]C([2H])([2H])C([2H])(C([2H])([2H])[2H])O